N-(3-chloro-4-fluorophenyl)-7-fluoro-1-(2-morpholinoacetamido)-2,3-dihydro-1H-indene-4-carboxamide ClC=1C=C(C=CC1F)NC(=O)C=1C=2CCC(C2C(=CC1)F)NC(CN1CCOCC1)=O